FCC1N(CCC(C1COC1=CC=C2CNC(C2=C1)=O)C1=CC=C(C=C1)OC)CCC1=CC=CC=C1 (+/-)-6-{[(trans,trans)-2-(fluoromethyl)-4-(4-methoxyphenyl)-1-(2-phenylethyl)piperidin-3-yl]methoxy}-2,3-dihydro-1H-isoindol-1-one